F[Sb-](F)(F)(F)(F)F.C(CCCCCCCCCCC)[S+](CC(C1=CC=CC=C1)=O)C dodecylmethyl-(2-oxo-2-phenylethyl)-sulfonium hexafluoroantimonate